(R)-N-(6-Bromo-1,4-dimethyl-2-(3-((5-(trifluoromethyl)pyrimidin-2-yl)amino)piperidin-1-yl)-1H-benzo[d]imidazol-5-yl)acrylamide BrC=1C(=C(C2=C(N(C(=N2)N2C[C@@H](CCC2)NC2=NC=C(C=N2)C(F)(F)F)C)C1)C)NC(C=C)=O